triphenylsilylium tetrakis(2,3,4,5-tetrafluorophenyl)borate FC1=C(C=C(C(=C1F)F)F)[B-](C1=C(C(=C(C(=C1)F)F)F)F)(C1=C(C(=C(C(=C1)F)F)F)F)C1=C(C(=C(C(=C1)F)F)F)F.C1(=CC=CC=C1)[Si+](C1=CC=CC=C1)C1=CC=CC=C1